Methyl-2-((tert-butoxycarbonyl)amino)-7-((4'-chloro-[1,1'-biphenyl]-3-yl)oxy)-1,2,3,4-tetrahydronaphthalene tert-butyl-6,6-difluoro-2,8-diazaspiro[4.5]decane-8-carboxylate C(C)(C)(C)OC(=O)N1CC(C2(CCNC2)CC1)(F)F.CC1C(CCC2=CC=C(C=C12)OC=1C=C(C=CC1)C1=CC=C(C=C1)Cl)NC(=O)OC(C)(C)C